C1(C=CC(N1CCC(=O)N[C@@H](C(C)C)C(=O)O)=O)=O maleimidopropionyl-valine